BrC1=CC=CC(=N1)C1(CCN(CC1)C(=O)OC(C)(C)C)C(=O)O 4-(6-bromopyridin-2-yl)-1-(t-butoxycarbonyl)piperidine-4-carboxylic acid